2-[4-({(1R)-1-[3-(1,1-difluoroethyl)-2-fluorophenyl]ethyl}amino)-2-methylpyrido[3,4-d]pyrimidin-6-yl]-2,6-diazaspiro[3.4]octan-7-one FC(C)(F)C=1C(=C(C=CC1)[C@@H](C)NC=1C2=C(N=C(N1)C)C=NC(=C2)N2CC1(C2)CNC(C1)=O)F